3-(3-dimethylcarbamoyl-4,5,6,7-tetrahydro-2H-isoindol-1-ylmethylene)-2-oxo-2,3-Dihydro-1H-indole-5-carboxylic acid CN(C(=O)C=1NC(=C2CCCCC12)C=C1C(NC2=CC=C(C=C12)C(=O)O)=O)C